1-azido-2-(iodomethyl)benzene N(=[N+]=[N-])C1=C(C=CC=C1)CI